ClC1=C(C=CC=C1C1=C(C(=NC=C1)C1=CC(=C(C=C1)C=O)OC)Cl)C1=CC=2N(C(C(=CN2)C=O)=O)C=C1 8-(2-Chloro-3-(3-chloro-2-(4-formyl-3-methoxyphenyl)pyridin-4-yl)phenyl)-4-oxo-4H-pyrido[1,2-a]pyrimidine-3-carbaldehyde